2-(2,6-dioxopiperidin-3-yl)-7-fluoro-1,3-dioxoisoindole O=C1NC(CCC1N1C(C2=C(C=CC=C2C1=O)F)=O)=O